2-(1-pyrrolidinyl)-2-cyclopenten-1-one N1(CCCC1)C=1C(CCC1)=O